C(C)(C)(C)N(C(=O)C=1C2=C(N(N1)C1=CSC=C1)C1=C(OC2)C=C(C(=C1)C1=NN(C=C1)C)OC)CCO N-tert-butyl-N-(2-hydroxyethyl)-7-methoxy-8-(1-methyl-1H-pyrazol-3-yl)-1-(thiophen-3-yl)-1,4-dihydrobenzopyrano[4,3-c]pyrazole-3-carboxamide